ClC=1C(=CC(=NC1)NC(N[C@H]1C[C@H](CC1)C(=O)NC)=O)C1=C2N(N=C1)CC(C2)(C)C (1S,3R)-3-(3-(5-chloro-4-(5,5-dimethyl-5,6-dihydro-4H-pyrrolo[1,2-b]pyrazol-3-yl)pyridin-2-yl)ureido)-N-methylcyclopentane-1-carboxamide